FC1=C(C(=CC=C1)OC)C1=CC(=NC=C1C(=O)NC=1SC(=NN1)OCC12CCC(CC1)(CC2)F)C 4-(2-fluoro-6-methoxyphenyl)-N-(5-((4-fluoro-bicyclo(2.2.2)octan-1-yl)methoxy)-1,3,4-thiadiazol-2-yl)-6-methylnicotinamide